BrC1=C(N=NC(=C1C)Br)N 4,6-dibromo-5-methylpyridazin-3-amine